(S)-methyl 2-(5-(N-(14-hydroxy-3,6,9,12-tetraoxatetradecyl)-1-(isoquinolin-4-yl)piperidine-3-carboxamido)-2-oxopyridin-1(2H)-yl)acetate OCCOCCOCCOCCOCCN(C(=O)[C@@H]1CN(CCC1)C1=CN=CC2=CC=CC=C12)C=1C=CC(N(C1)CC(=O)OC)=O